(1R,2S)-N-(4-(bromomethyl)benzyl)-2-(3,4-difluorophenyl)-N-(furan-2-ylmethyl)cyclopropan-1-amine BrCC1=CC=C(CN([C@H]2[C@@H](C2)C2=CC(=C(C=C2)F)F)CC=2OC=CC2)C=C1